2-(4-(2-((4-(Bis(2-hydroxydecyl)amino)butyl)disulfaneyl)ethyl)piperazin-1-yl)ethyl 4-(bis((9Z,12Z,15Z)-2-hydroxyoctadeca-9,12,15-trien-1-yl)amino)butanoate OC(CN(CCCC(=O)OCCN1CCN(CC1)CCSSCCCCN(CC(CCCCCCCC)O)CC(CCCCCCCC)O)CC(CCCCCC\C=C/C\C=C/C\C=C/CC)O)CCCCCC\C=C/C\C=C/C\C=C/CC